Methyl (E)-3-(4-chlorophenyl)acrylate ClC1=CC=C(C=C1)/C=C/C(=O)OC